O=C1N(C(C(=C1SC1=CC=CC=C1)SC1=CC=CC=C1)=O)CCOCCOCCC(=O)OC(C)(C)C tert-Butyl 3-(2-(2-(2,5-dioxo-3,4-bis(phenylthio)-2,5-dihydro-1H-pyrrol-1-yl)ethoxy)ethoxy)propanoate